1-(Tert-butyl) 2-methyl (R)-4-oxopyrrolidine-1,2-dicarboxylate O=C1C[C@@H](N(C1)C(=O)OC(C)(C)C)C(=O)OC